C(C)(C)(C)NC(O[C@H]1C[C@H](CC1)C1=CC(=NN1)NC(COC1=C(C(=CC=C1)OCC1=CC=CC=C1)C=O)=O)=O (1R,3S)-3-(3-(2-(3-(benzyloxy)-2-formylphenoxy)acetamido)-1H-pyrazol-5-yl)cyclopentyl tert-butylcarbamate